oxo-N,1-dipropyl-1,2-dihydrobenzo[cd]indole-6-sulfonamide O=C1N(C2=CC=C(C=3C2=C1C=CC3)S(=O)(=O)NCCC)CCC